FC=1C=C(C=CC1)C1=NOC(C1)(C(=O)N[C@H]1COC(=C1)C(=O)OC)C methyl (3R)-3-[[3-(3-fluorophenyl)-5-methyl-4H-isoxazole-5-carbonyl]amino]-2,3-dihydrofuran-5-carboxylate